ClC=1C=C(C=CC1OC(C)C)C1=NC(=NO1)C=1C=2C3=C(N(C2C=CC1)CCC(=O)O)CCC3 3-[8-[5-(3-chloro-4-isopropoxy-phenyl)-1,2,4-oxadiazol-3-yl]-2,3-dihydro-1H-cyclopenta[b]indol-4-yl]propionic acid